tert-butyl 7-(4-(trifluoromethyl)phenyl)-3,4-dihydroisoquinoline-2(1H)-carboxylate FC(C1=CC=C(C=C1)C1=CC=C2CCN(CC2=C1)C(=O)OC(C)(C)C)(F)F